C1(=CC=CC2=CC=CC=C12)N1C[NH+](C=C1)CCCCCCCC 1-(Naphthalen-1-yl)-3-octyl-2H-imidazol-3-ium